9-[4-(dimethylamino)butanoyloxy]heptadecanedioic acid bis[(Z)-non-2-enyl] ester C(\C=C/CCCCCC)OC(CCCCCCCC(CCCCCCCC(=O)OC\C=C/CCCCCC)OC(CCCN(C)C)=O)=O